N-(1-methyl-3-(6-(methylsulfanyl)-4-((tetrahydro-2H-pyran-4-yl)oxy)pyridin-2-yl)-1H-pyrrolo[2,3-c]pyridin-5-yl)acetamide CN1C=C(C=2C1=CN=C(C2)NC(C)=O)C2=NC(=CC(=C2)OC2CCOCC2)SC